2-((2-(phenylamino)quinazolin-4-yl)amino)thiazol-4(5H)-one C1(=CC=CC=C1)NC1=NC2=CC=CC=C2C(=N1)NC=1SCC(N1)=O